2-(4-methyl-pentyl)anthraquinone CC(CCCC1=CC=2C(C3=CC=CC=C3C(C2C=C1)=O)=O)C